BrC1=NN2C(N=C(N=C2N2CCOCC2)N2N=C(C=C2)C2=CC(=CC=C2)OC)=C1 4-(7-bromo-2-(3-(3-methoxyphenyl)-1H-pyrazol-1-yl)pyrazolo[1,5-a][1,3,5]triazin-4-yl)morpholine